F[B-](F)(F)F.C[N+](CC)(C)C Trimethyl-ethyl-ammonium tetrafluoroborate